1-(6-aminopyridin-3-yl)piperidine-3-carboxylic acid ethyl ester C(C)OC(=O)C1CN(CCC1)C=1C=NC(=CC1)N